tert-butyl ((2-(2,6-dioxopiperidin-3-yl)-4-methoxy-3-oxoisoindolin-5-yl)methyl)carbamate O=C1NC(CCC1N1CC2=CC=C(C(=C2C1=O)OC)CNC(OC(C)(C)C)=O)=O